n-butyl-triphenylphosphine C(CCC)C1=C(C=CC=C1)P(C1=CC=CC=C1)C1=CC=CC=C1